O=C1N(C(C=C1)=O)CCOCCOCCOCCOCCOCCOCCOCCOCCC(=O)N[C@@H](C)C(=O)N[C@@H](C)C(=O)ON1C(CCC1=O)=O 2,5-dioxopyrrolidin-1-yl N-[1-(2,5-dioxo-2,5-dihydro-1H-pyrrol-1-yl)-27-oxo-3,6,9,12,15,18,21,24-octaoxaheptacosan-27-yl]-L-alanyl-L-alaninate